(6-(6-((3-methoxy-1-methyl-1H-pyrazol-4-yl)amino)-9-methyl-9H-purin-2-yl)-1,6-diazaspiro[3.4]octan-1-yl)(1H-1,2,4-triazol-1-yl)methanone COC1=NN(C=C1NC1=C2N=CN(C2=NC(=N1)N1CC2(CCN2C(=O)N2N=CN=C2)CC1)C)C